methyl 2-amino-1-(2-hydroxy-2-methylpropyl)-1H-benzo[d]imidazole-6-carboxylate NC1=NC2=C(N1CC(C)(C)O)C=C(C=C2)C(=O)OC